(S)-3-amino-2,2-dimethyl-4-oxoazetidin-1-yl hydrogen sulfate S(=O)(=O)(ON1C([C@@H](C1=O)N)(C)C)O